BrC=1C=C2N=CC(=NC2=CC1)CN(C(OC(C)(C)C)=O)S(=O)(=O)C tert-butyl ((6-bromoquinoxalin-2-yl)methyl)(methylsulfonyl)carbamate